NC1=NC2=C(N1C/C=C/CN1/C(/SC=3C1=NC=C(C3)C(N)=O)=N/C(=O)C3=C(N=C(O3)C)CC)C(=CC(=C2)C(N)=O)OCCCO N-((Z)-3-((E)-4-(2-amino-5-carbamoyl-7-(3-hydroxypropoxy)-1H-benzo[d]imidazol-1-yl)but-2-en-1-yl)-6-carbamoylthiazolo[4,5-b]pyridin-2(3H)-ylidene)-4-ethyl-2-methyloxazole-5-carboxamide